C(C#CCC)=O pentynal